5-(2,2-dimethyltetrahydro-2H-pyran-4-yl)-1H-indole-2-carboxylic acid ethyl ester C(C)OC(=O)C=1NC2=CC=C(C=C2C1)C1CC(OCC1)(C)C